(R)-1'-(5-((2-amino-3-chloropyridin-4-yl)thio)pyrazin-2-yl)spiro[indoline-2,4'-piperidin]-3-amine NC1=NC=CC(=C1Cl)SC=1N=CC(=NC1)N1CCC2(CC1)NC1=CC=CC=C1[C@H]2N